2-(((1R)-1-(2-cyano-3-(6-hydroxy-hexahydro-3,5-methanocyclopenta-[b]pyrrol-1(2H)-yl)-7-methylquinoxalin-5-yl)ethyl)amino)benzoic acid C(#N)C1=NC2=CC(=CC(=C2N=C1N1C2C3C(C1)CC(C3)C2O)[C@@H](C)NC2=C(C(=O)O)C=CC=C2)C